(3R)-4-{3-bromo-7-[1-(tetrahydropyran-2-yl)-1H-pyrazol-5-yl]Pyrazolo[1,5-a]Pyrimidin-5-yl}-3-methylmorpholine BrC=1C=NN2C1N=C(C=C2C2=CC=NN2C2OCCCC2)N2[C@@H](COCC2)C